7-(4-cyclopropyl-1H-imidazol-1-yl)-N-(6-(4-isopropyl-4H-1,2,4-triazol-3-yl)pyridin-2-yl)benzofuran-2-carboxamide C1(CC1)C=1N=CN(C1)C1=CC=CC=2C=C(OC21)C(=O)NC2=NC(=CC=C2)C2=NN=CN2C(C)C